1-[(1-hydroxy-cyclobutyl)-methyl]-8-methylamino-8-phenyl-3-(2-piperazin-1-yl-pyrimidin-5-yl)-1,3-diazaspiro[4.5]decan-2-one dihydrochloride Cl.Cl.OC1(CCC1)CN1C(N(CC12CCC(CC2)(C2=CC=CC=C2)NC)C=2C=NC(=NC2)N2CCNCC2)=O